N[C@@H]1C2=CC=CC=C2CC12CCN(CC2)C=2N=CC(=NC2)SC=2C(=C(C(=CC2)F)P(C)(C)=O)Cl (S)-(3-((5-(1-amino-1,3-dihydrospiro[indene-2,4'-piperidin]-1'-yl)pyrazin-2-yl)thio)-2-chloro-6-fluorophenyl)dimethylphosphine oxide